FC1=CC=C(CC2=C(C(OC3=CC(=CC=C23)O)=O)C(=O)N)C=C1 (4-fluorobenzyl)-7-hydroxy-2H-chromen-2-one-3-carboxamide